1-benzyl 4-(tert-butyl) (2S,5R)-2-(cyanomethyl)-5-methylpiperazine-1,4-dicarboxylate C(#N)C[C@@H]1N(C[C@H](N(C1)C(=O)OC(C)(C)C)C)C(=O)OCC1=CC=CC=C1